FC(S(=O)(=O)OC1=NC(=NC(=C1)C=1N=NN(C1)C1=C(C=C(C=C1)Br)N1CCC2(CC2)CC1)N1CCC(CC1)(F)F)(F)F 6-[1-(2-{6-azaspiro[2.5]octan-6-yl}-4-bromophenyl)-1H-1,2,3-triazol-4-yl]-2-(4,4-difluoropiperidin-1-yl)pyrimidin-4-yl trifluoromethanesulfonate